benzo[b]oxepin O1C2=C(C=CC=C1)C=CC=C2